(5RS)-2-(3-Fluorobenzyl)-3-oxo-2,3,5,6,7,8-hexahydro[1,2,4]triazolo[4,3-a]pyridin FC=1C=C(CN2N=C3N(CCCC3)C2=O)C=CC1